ethyl (2S)-2-(2-(benzofuran-6-carbonyl)-5,7-dichloro-1,2,3,4-tetrahydroisoquinoline-6-carboxamido)-3-(3-(methylsulfonyl)phenyl)propanoate O1C=CC2=C1C=C(C=C2)C(=O)N2CC1=CC(=C(C(=C1CC2)Cl)C(=O)N[C@H](C(=O)OCC)CC2=CC(=CC=C2)S(=O)(=O)C)Cl